F.F.F.C(C)N(CC)CC N,N-diethylethanamine, trihydrofluoride